[Cl-].[NH3+]CCSSC[C@@H](C(=O)SCC[NH3+])[NH3+].[Cl-].[Cl-] (S)-3-((2-ammonioethyl)disulfaneyl)-1-((2-ammonioethyl)thio)-1-oxopropan-2-aminium chloride